trimethylolpropane tris(ethyl 3-mercaptopropionate) C(C)C(C(=O)O)CS.C(C)C(C(=O)O)CS.C(C)C(C(=O)O)CS.C(O)C(CC)(CO)CO